C(#N)CCN1CCCCC1 1-(2-cyanoethyl)-piperidin